COC=1C=C(CNC2CN(CCC2)C2=NC=CC(=N2)NC=2C=C3C=NNC3=CC2)C=CC1 N-(2-(3-((3-methoxybenzyl)amino)piperidin-1-yl)pyrimidin-4-yl)-1H-indazol-5-amine